(2-(naphthalen-2-yl)acetyl)-L-phenylalanine C1=C(C=CC2=CC=CC=C12)CC(=O)N[C@@H](CC1=CC=CC=C1)C(=O)O